FC1=C(C=CC2=C1N=CS2)NC2=C1C(=NC=C2)SC(=C1)C1C(NCC1)C 4-Fluoro-N-(2-(2-methylpyrrolidin-3-yl)thieno[2,3-b]pyridin-4-yl)benzo[d]thiazol-5-amine